F.[NH4+] ammonium hydrofluoric acid salt